bis(allyl)ruthenium C(C=C)[Ru]CC=C